3-[(R)-Dodecanyloxytetradecanoylamino]-4-oxo-5-aza-9-[(R)-3-hydroxytetradecanoylamino]decane-1,10-diol C(CCCCCCCCCCC)OCCCCCCCCCCCCCC(=O)NC(CCO)C(NCCCC(CO)NC(C[C@@H](CCCCCCCCCCC)O)=O)=O